FC(C(=O)[O-])(F)F.[Pd+2].FC(C(=O)[O-])(F)F palladium (trifluoroacetate)